NC=1C(NC2=C3C=CC=NC3=C(C=C2C1C1=C2C(=NC=C1)NN=C2)Br)=O 3-amino-6-bromo-4-(1H-pyrazolo[3,4-b]pyridin-4-yl)-1H-1,7-phenanthrolin-2-one